N1=CC(=CC=C1)N1N=CC(=C1)CC(=O)O 2-[1-(pyridin-3-yl)-1H-pyrazol-4-yl]acetic acid